methyl (S)-7-(2-(2-chlorophenyl)pyrrolidin-1-yl)-2-methyl-2H-indazole-4-carboxylate ClC1=C(C=CC=C1)[C@H]1N(CCC1)C1=CC=C(C2=CN(N=C12)C)C(=O)OC